triethylmethylammonium 2-ethylhexane salt C(C)C(C)CCCC.C(C)[N+](C)(CC)CC